O[C@@H](COC1=CC=C(C=C1)C(\C=C/C1=CC=CC=C1)=O)COC1=CC=C(C=C1)\C=C/C(C1=CC=CC=C1)=O (Z)-1-[4-[(2R)-2-Hydroxy-3-[4-[(Z)-3-oxo-3-phenylprop-1-enyl]phenoxy]propoxy]phenyl]-3-phenylprop-2-en-1-one